C(#N)C1=C(C=CC(=C1)C(F)(F)F)N1CCC(CC1)(C(=O)O)C1=CC=C(C=C1)C=1C(=NC=CC1)OCC 1-[2-cyano-4-(trifluoromethyl)phenyl]-4-[4-(2-ethoxypyridin-3-yl)phenyl]piperidine-4-carboxylic acid